formyl-4-methoxy-[2,2'-bipyridine]-5-carbonitrile C(=O)C=1C(=NC=C(C1OC)C#N)C1=NC=CC=C1